(S)-3-(Fmoc-amino)-3-(2-nitrophenyl)propionic acid C(=O)(OCC1C2=CC=CC=C2C2=CC=CC=C12)N[C@@H](CC(=O)O)C1=C(C=CC=C1)[N+](=O)[O-]